ClC=1N(C(N(C1C1=CC=C(C=C1)Cl)C[C@@H](C(F)(F)F)O)=O)CC1=NN(C(=N1)[C@H](C)O)C1=CC(=C(C=C1)F)Cl 4-chloro-3-((1-(3-chloro-4-fluorophenyl)-5-((S)-1-hydroxyethyl)-1H-1,2,4-triazol-3-yl)methyl)-5-(4-chlorophenyl)-1-((S)-3,3,3-trifluoro-2-hydroxypropyl)-1,3-dihydro-2H-imidazol-2-one